CCCCNC(=O)C=C N-butylacrylamide